C(CCCCCCC)(=O)OCC(C)OC(CCCCCCC)=O propylene bis(octanoate)